ClC=1C(=C(C(=O)O)C=CC1OCC1=CC=CC=C1)C 3-Chloro-2-methyl-4-phenylmethoxybenzoic acid